C(=CCCCCCCCCCC)C(C(=O)O)CC(=O)O.C(C)(C)C1=C(NC2=CC=C(C=C12)C1CC(CC1)=O)C=1C=C(C=2N(C1)N=CN2)OC 3-(3-isopropyl-2-(8-methoxy-[1,2,4]triazolo[1,5-a]pyridin-6-yl)-1H-indol-5-yl)cyclopentanone dodecenyl-succinate